CC1N(CCN(C1)C1=NC=C(C=N1)C(F)(F)F)C(=O)NO[C@H](C)C1=CNC(C(=C1)C(F)(F)F)=O 2-methyl-N-((R)-1-(6-oxo-5-(trifluoromethyl)-1,6-dihydropyridin-3-yl)ethoxy)-4-(5-(trifluoromethyl)Pyrimidin-2-yl)piperazine-1-carboxamide